Methyl 1-cyclopropyl-6-oxo-4-(((trifluoromethyl) sulfonyl) oxy)-1,6-dihydropyridine-3-carboxylate C1(CC1)N1C=C(C(=CC1=O)OS(=O)(=O)C(F)(F)F)C(=O)OC